1-(quinolin-3-yl)-1H-2,1-benzothiazin N1=CC(=CC2=CC=CC=C12)N1SC=CC2=C1C=CC=C2